3-(2-(dimethylamino)ethyl-1,1-d2)-1H-indol-4-yl dihydrogen phosphate P(=O)(OC1=C2C(=CNC2=CC=C1)C(CN(C)C)([2H])[2H])(O)O